dihydropyrano[3,4-b]quinoline C1OCCC=2C1=NC1=CC=CC=C1C2